CN1C(=NN=C1C1=C(OC=C1)C)SC(C(=O)NC1=C(C2=C(S1)CCC2)C(=O)N)C 2-(2-{[4-methyl-5-(2-methylfuran-3-yl)-4H-1,2,4-triazol-3-yl]sulfanyl}propanamido)-4H,5H,6H-cyclopenta[b]thiophene-3-carboxamide